FC1=CC=C(C=C1)C1(COC1)NC(=O)C1CNCCC1 piperidine-3-carboxylic acid [3-(4-fluoro-phenyl)-oxetan-3-yl]amide